calcium pantothenic acid salt C(CCNC([C@H](O)C(C)(C)CO)=O)(=O)[O-].[Ca+2].C(CCNC([C@H](O)C(C)(C)CO)=O)(=O)[O-]